CC=1OC=2C(N1)=C(C=CC2)C(=O)O 2-methyl-1,3-benzoxazole-4-carboxylic acid